6-[[1-methyl-5-(trifluoromethyl)pyrazol-4-yl]methyl]-2-azaspiro[3.3]heptane-2-carboxylic acid tert-butyl ester C(C)(C)(C)OC(=O)N1CC2(C1)CC(C2)CC=2C=NN(C2C(F)(F)F)C